BrC1=CC(=C(C2=C1O[C@](O2)(C)[C@@H]2CC[C@H](CC2)N(C)C)C)C(=O)NCC=2C(NC(=CC2C)C)=O (2R)-7-bromo-2-[trans-4-(dimethylamino)cyclohexyl]-N-[(4,6-dimethyl-2-oxo-1,2-dihydropyridin-3-yl)methyl]-2,4-dimethyl-1,3-benzodioxole-5-carboxamide